3-[({1-[(3,4-Dichlorophenyl)methyl]-5-methyl-1H-1,2,3-triazol-4-yl}carbonyl)amino]benzoic acid ClC=1C=C(C=CC1Cl)CN1N=NC(=C1C)C(=O)NC=1C=C(C(=O)O)C=CC1